O=C/C=C/C=1N=C(SC1)C(=O)N 4-[(E)-3-oxoprop-1-enyl]Thiazole-2-carboxamide